C1=CC=CC=2C3=CC=CC=C3N(C12)C1=C(C#N)C=CC(=C1)C1=CC2=CC=C(C=C2C=C1)B1OC(C(O1)(C)C)(C)C 2-(9H-carbazol-9-yl)-4-(6-(4,4,5,5-tetramethyl-1,3,2-dioxaborolan-2-yl)naphthalen-2-yl)benzonitrile